N-[(4-chloro-1-{[2-(trimethylsilyl)ethoxy]methyl}-1H-pyrrolo[2,3-b]pyridin-5-yl)methyl]-2,6-difluoro-3,5-dimethoxyaniline ClC1=C2C(=NC=C1CNC1=C(C(=CC(=C1F)OC)OC)F)N(C=C2)COCC[Si](C)(C)C